2-((6-(4-(2-aminoethoxy)piperidin-1-yl)-3,5-dicyano-4-ethylpyridin-2-yl)thio)-2-phenylacetamide 2,2,2-trifluoroacetate FC(C(=O)O)(F)F.NCCOC1CCN(CC1)C1=C(C(=C(C(=N1)SC(C(=O)N)C1=CC=CC=C1)C#N)CC)C#N